Dimethyl 2-(1-(2-(4-methoxyphenyl)-1H-pyrrol-1-yl)cyclohexane-1-carbonyl)malonate COC1=CC=C(C=C1)C=1N(C=CC1)C1(CCCCC1)C(=O)C(C(=O)OC)C(=O)OC